C(C)(C)(C)OC(=O)NC=1SC=C(N1)C(C(=O)O)=CCC 2-(2-tert-butoxycarbonylaminothiazole-4-yl)-2-pentenoic acid